N1C(N=CC=C1)=O 2-PYRIMIDONE